6-(4-chlorophenyl)-2-(3-fluorophenyl)-3-oxo-2,3-dihydropyridazine-4-carboxamide ClC1=CC=C(C=C1)C=1C=C(C(N(N1)C1=CC(=CC=C1)F)=O)C(=O)N